cyano-(4-fluoro-3-phenoxyphenyl)-methyl-3-(2,2-dichlorovinyl)-2,2-dimethylcyclopropanecarboxylate C(#N)OC(=O)C1(C(C1(C=C(Cl)Cl)C1=CC(=C(C=C1)F)OC1=CC=CC=C1)(C)C)C